(1r,4r)-4-(5-bromo-4-(methylthio)pyrimidin-2-ylamino)cyclohexanol BrC=1C(=NC(=NC1)NC1CCC(CC1)O)SC